OC1=C(C=NC2=C1C(=NC=1N2N=C(C1)C)C)C(=O)NCC=1C=NC(=CC1)C1=CC(=CC=C1)C(NC)=O 6-hydroxy-2,5-dimethyl-N-((6-(3-(methylcarbamoyl)phenyl)pyridin-3-yl)methyl)pyrazolo[1,5-a]pyrido[3,2-e]pyrimidine-7-carboxamide